3,5-dimethylphenylacetic acid CC=1C=C(C=C(C1)C)CC(=O)O